(S)-N-((S)-1-amino-3-((R)-5,5-dimethyl-2-oxopyrrolidin-3-yl)-1-oxopropan-2-yl)-2-(4-methoxy-1H-indole-2-carbonyl)-2-azaspiro[4.5]decane-3-carboxamide NC([C@H](C[C@H]1C(NC(C1)(C)C)=O)NC(=O)[C@H]1N(CC2(C1)CCCCC2)C(=O)C=2NC1=CC=CC(=C1C2)OC)=O